S(=O)(=O)([O-])[O-].OC(C(C)[P+](C)(C)C)C.OC(C(C)[P+](C)(C)C)C (2-hydroxy-1-methyl-n-propyl)trimethylphosphonium sulfate